FC(C1=NN=C(O1)C=1C=CC(=NC1)CN1C(N(C2=C1C=C(C(=C2)C2=COC=C2)F)C)=O)F 1-((5-(5-(difluoromethyl)-1,3,4-oxadiazole-2-yl)pyridine-2-yl)methyl)-6-fluoro-5-(furan-3-yl)-3-methyl-1,3-dihydro-2H-benzo[d]imidazole-2-one